4-methoxybut-2-enamide COCC=CC(=O)N